2-([1-[(2-Chlorophenyl)methyl]-5-[3-(2,2,2-trifluoroethoxy)phenyl]1H-pyrazol-3-yl]methoxy)-2-methylpropanoic acid ClC1=C(C=CC=C1)CN1N=C(C=C1C1=CC(=CC=C1)OCC(F)(F)F)COC(C(=O)O)(C)C